2-(3,4-dichloro-6-oxo-pyridazin-1-yl)acetic acid ClC1=NN(C(C=C1Cl)=O)CC(=O)O